1-(difluoro(3-methoxyphenyl)methyl)bicyclo[1.1.1]pentane FC(C12CC(C1)C2)(C2=CC(=CC=C2)OC)F